C1(CC1)N1N=CC(=C1)[C@H]1C=C(CCO1)C=1N=C(C2=C(N1)N=C(S2)N(C)C)OC2=CC=CC=C2 5-[(6R)-6-(1-cyclopropylpyrazol-4-yl)-3,6-dihydro-2H-pyran-4-yl]-N,N-dimethyl-7-phenoxy-thiazolo[4,5-d]pyrimidin-2-amine